BrCC(COP(=O)(OCC(CBr)(CBr)CBr)OCC(CBr)(CBr)CBr)(CBr)CBr.CC(C[C@@H](C(=O)NC1=CC=C(C=C1)N1CCOCC1)NS(=O)(=O)C=1SC=CC1)C (S)-4-methyl-N-(4-morpholinophenyl)-2-(thiophene-2-sulfonylamino)pentanamide tris[3-bromo-2,2-bis(bromomethyl)-propyl]phosphate